C1(=CC=CC=C1)N1NC(=CC1C)C 1-phenyl-3,5-dimethylpyrazolin